C(C)OC1=C(CN2C[C@H](N(CC2)C(=O)OC(C)(C)C)C)C=C(C=C1)C(F)(F)F tert-butyl (R)-4-(2-ethoxy-5-(trifluoromethyl)benzyl)-2-methylpiperazine-1-carboxylate